C[C@]12[C@H]3CC[C@]4([C@H]([C@@H]3CC=C2C[C@H](CC1)O)CC[C@@H]4[C@H](C)CCC=4N=CSC4)C (1R,3aS,3bS,7S,9aR,9bS,11aR)-9a,11a-dimethyl-1-[(2R)-4-(1,3-thiazol-4-yl)butan-2-yl]-1H,2H,3H,3aH,3bH,4H,6H,7H,8H,9H,9aH,9bH,10H,11H,11aH-cyclopenta[a]phenanthren-7-ol